CN1CCN(CC1)C1=NC=CC=C1C=1N=CC=2N(C1)N=CC2C#N 6-(4-methylpiperazin-1-ylpyridin-3-yl)pyrazolo[1,5-a]pyrazine-3-carbonitrile